FC1=C(C=CC=C1)C1=CC(=CC=C1)C1=CC=CC=C1 2-fluoro-1,1':3',1''-terphenyl